6-(3-oxobutanoyl)-2-azaspiro[3.3]heptane-2-carboxylic acid tert-butyl ester C(C)(C)(C)OC(=O)N1CC2(C1)CC(C2)C(CC(C)=O)=O